(R)-2-(4-(4-((1-(3-(difluoromethyl)-2-fluorophenyl)ethyl)amino)-2-methylquinolin-6-yl)-2-methoxyphenyl)-N,N-dimethylacetamide FC(C=1C(=C(C=CC1)[C@@H](C)NC1=CC(=NC2=CC=C(C=C12)C1=CC(=C(C=C1)CC(=O)N(C)C)OC)C)F)F